CC=1C=C2C=CC=NC2=C(C1)B1OC(C(O1)(C)C)(C)C 6-Methyl-8-(4,4,5,5-tetramethyl-1,3,2-dioxaborolan-2-yl)quinoline